Methyl (S)-2-(aminomethyl)morpholine-4-carboxylate NC[C@H]1CN(CCO1)C(=O)OC